N-(2-{[4-(5-methoxy-3-phenyl-1H-pyrrolo[3,2-b]pyridin-2-yl)pyridin-3-yl]oxy}ethyl)-N-methylprop-2-enamide COC1=CC=C2C(=N1)C(=C(N2)C2=C(C=NC=C2)OCCN(C(C=C)=O)C)C2=CC=CC=C2